3-[(naphthalen-2-yl)methyl]-4,5-dihydro-1,2-oxazole-5-carboxylic acid C1=C(C=CC2=CC=CC=C12)CC1=NOC(C1)C(=O)O